C(C)(C)(C)C1=CC=C(C=C1)CN1C(CCC1=O)CC(=O)NCCN1CCOCC1 2-[1-[(4-tert-butylphenyl)methyl]-5-oxopyrrolidin-2-yl]-N-(2-morpholin-4-ylethyl)acetamid